8-chloro-2-cyclopropyl-1,5-naphthyridine ClC=1C=CN=C2C=CC(=NC12)C1CC1